N-((4-(2-((tert-butyldimethylsilyl)oxy)ethoxy)-2-chloropyridin-3-yl)carbamoyl)-2,6-dichloro-5-fluoronicotinamide [Si](C)(C)(C(C)(C)C)OCCOC1=C(C(=NC=C1)Cl)NC(=O)NC(C1=C(N=C(C(=C1)F)Cl)Cl)=O